(2S)-3,3-dicyclohexyl-2-[(3-ethyltriazole-4-carbonyl)amino]propionic acid ethyl ester C(C)OC([C@H](C(C1CCCCC1)C1CCCCC1)NC(=O)C=1N(N=NC1)CC)=O